2-((tris(hydroxymethyl)methyl)amino)ethanesulfonic acid sodium [Na].OCC(CO)(CO)NCCS(=O)(=O)O